N-benzyl-5-(3-{2,6-dimethyl-4-[5-(trifluoromethyl)-1,2,4-oxadiazol-3-yl]phenoxy}propyl)isoxazole-3-carboxamide C(C1=CC=CC=C1)NC(=O)C1=NOC(=C1)CCCOC1=C(C=C(C=C1C)C1=NOC(=N1)C(F)(F)F)C